1-(tert-butyl) 5-methyl 6-methoxy-3,3-dimethyl-2,3-dihydro-1H-pyrrolo[3,2-b]pyridine-1,5-dicarboxylate COC=1C=C2C(=NC1C(=O)OC)C(CN2C(=O)OC(C)(C)C)(C)C